4-oxo-4-(4-(3-((4-(trifluoromethyl)phenyl)amino)pyrazin-2-yl)piperazin-1-yl)but-2-enenitrile O=C(C=CC#N)N1CCN(CC1)C1=NC=CN=C1NC1=CC=C(C=C1)C(F)(F)F